(6aR,7R,10aS)-4-(3-isopropylphenyl)-7,10a-dimethyl-8-oxo-2-(quinolin-4-yl)-5,6,6a,7,8,10a-hexahydrobenzo[h]quinazoline-9-carbonitrile C(C)(C)C=1C=C(C=CC1)C1=NC(=NC=2[C@]3([C@H](CCC12)[C@H](C(C(=C3)C#N)=O)C)C)C3=CC=NC1=CC=CC=C31